N-((1r,4r)-4-(2-Methoxyethoxy)cyclohexyl)-2-(1-(triphenylmethyl)imidazol-4-yl)-5H-pyrrolo[3,2-d]pyrimidine-4-carboxamide COCCOC1CCC(CC1)NC(=O)C=1C2=C(N=C(N1)C=1N=CN(C1)C(C1=CC=CC=C1)(C1=CC=CC=C1)C1=CC=CC=C1)C=CN2